3-Methyl-5-(1-(methylsulfonyl)-1,4-diazaspiro[5.5]undecan-4-yl)-1H-pyrazolo[3,4-c]pyridine CC1=NNC2=CN=C(C=C21)N2CCN(C1(C2)CCCCC1)S(=O)(=O)C